[Br-].C1(=CC=CC=C1)[N+](CC)(CC)CC Phenyltriethylammonium bromid